1-dodecanoyl-2-(9Z-heptadecenoyl)-glycero-3-phospho-(1'-sn-glycerol) CCCCCCCCCCCC(=O)OC[C@H](COP(=O)(O)OC[C@H](CO)O)OC(=O)CCCCCCC/C=C\CCCCCCC